O=C1N(CCC(N1)=O)C1=CC=C(C=C1)N1CC2(C1)CCN(CC2)C(=O)OC(C)(C)C tert-butyl 2-(4-(2,4-dioxotetrahydropyrimidin-1(2H)-yl) phenyl)-2,7-diazaspiro[3.5]nonane-7-carboxylate